NN1C=NC=2NC(N(C2C1=O)CCCC)=O amino-7-butyl-7,9-dihydro-1H-purine-6,8-dione